C(C)(=O)NS(=O)(=O)C1=CC=C(C=C1)NC(C1=CC(=CC=C1)S(=O)(=O)N1CCC2=CC=CC=C12)=O N-(4-(N-acetylsulfamoyl)phenyl)-3-(indolin-1-ylsulfonyl)benzamide